2-(Bromomethyl)-2-butylhexanoic acid BrCC(C(=O)O)(CCCC)CCCC